N-(2,2-difluoroethyl)-5-(2-((2,2,2-trifluoroethyl)amino)-7H-pyrrolo[2,3-d]pyrimidin-5-yl)pyrazolo[1,5-a]pyridine-3-carboxamide FC(CNC(=O)C=1C=NN2C1C=C(C=C2)C2=CNC=1N=C(N=CC12)NCC(F)(F)F)F